FC(F)(F)F.[Li] lithium perfluoromethane